O1[C@@H](COCC1)COC=1N2CCC3=C(C2=C(C(C1)=O)C)C=CC(=C3)OCC3=CC(=CC=C3)OC(F)(F)F 4-[[(2S)-1,4-dioxan-2-yl]methoxy]-1-methyl-9-[[3-(trifluoromethoxy)phenyl]methoxy]-6,7-dihydrobenzo[a]quinolizin-2-one